O=C1COC2=C(N1)C=C(C=C2)S(=O)(=O)Cl 3-oxo-4H-1,4-benzoxazine-6-sulfonyl chloride